The molecule is a member of the class of hydroxylamines resulting from the replacement of one of the hydrogens attached to the amino group of 2-methylpropanamine by a hydroxy group. It has a role as a bacterial metabolite. It derives from a hydroxylamine and a 2-methylpropanamine. CC(C)CNO